2-trifluoromethyl-4-(heptafluoroisopropyl)aniline FC(C1=C(N)C=CC(=C1)C(C(F)(F)F)(C(F)(F)F)F)(F)F